di(ethyl)dithiophosphoric acid ammonium salt [NH4+].C(C)OP([S-])(OCC)=S